1,2-bis(hydroxymethyl)cycloheptane OCC1C(CCCCC1)CO